(S)-N-[(1R)-1-(2-{bis[(4-methoxyphenyl)methyl]amino}pyridin-3-yl)-4-(piperidin-1-yl)butyl]-2-methylpropane-2-sulfinamide COC1=CC=C(C=C1)CN(C1=NC=CC=C1[C@@H](CCCN1CCCCC1)N[S@@](=O)C(C)(C)C)CC1=CC=C(C=C1)OC